2-(2-chloro-4-phenoxyphenyl)-4-[(4-methoxyphenyl)methyl]-7-oxo-4,5,6,7-tetrahydro-2H-pyrazolo[4,3-b]pyridine-3-carboxylic acid ClC1=C(C=CC(=C1)OC1=CC=CC=C1)N1N=C2C(N(CCC2=O)CC2=CC=C(C=C2)OC)=C1C(=O)O